C(C#C)[C@]1([C@H]([C@H](O[C@@H]([C@H]1OC(C)=O)CO)Br)OC(C)=O)O 3-propargyl-2,4-di-O-acetyl-α-D-glucopyranosyl bromide